Lithium-cadmium [Cd].[Li]